1-amino-N-(2-dimethylaminoethyl)cyclopropylformamide dihydrochloride Cl.Cl.NC1(CC1)N(C=O)CCN(C)C